FC=1C=CC(=C(C(=O)N)C1)N1C[C@@H](CC1)OC1=NC=C(C=C1)C(F)(F)F (R)-5-fluoro-2-(3-(5-(trifluoromethyl)pyridin-2-yloxy)pyrrolidin-1-yl)benzamide